1-(6-chloro-2-methylpyrimidin-4-yl)ethan-1-one ClC1=CC(=NC(=N1)C)C(C)=O